IC1=CC=C(C=C1)[C@@H](C)N (1R)-1-(4-iodophenyl)ethylamine